potassium cresolate CC1=C(C=CC=C1O)C(=O)[O-].[K+]